C(CC(O)(C(=O)O)CC(=O)O)(=O)O.O=CCC#N 3-oxopropanenitrile citrate